C1(CC1)C(=O)NC1=CC(=C(C=N1)C(=O)NC([2H])([2H])[2H])NC1=NC(=CC=C1S(=O)(=O)C)C 6-cyclopropaneamido-4-[(3-methanesulfonyl-6-methylpyridin-2-yl)amino]-N-(2H3)methylpyridine-3-carboxamide